(3S,4R)-1-(Benzylsulfonyl)-3-((dimethylamino)methyl)-4-(3-methoxyphenyl)piperidin-4-ol hydrochloride Cl.C(C1=CC=CC=C1)S(=O)(=O)N1C[C@@H]([C@@](CC1)(O)C1=CC(=CC=C1)OC)CN(C)C